N1C=NC2=C1C=CC(=C2)N2C(OC[C@@H]2C2=CC(=CC=C2)N2CCOCC2)=O (S)-3-(1H-benzo[d]imidazol-5-yl)-4-(3-morpholinophenyl)oxazolidin-2-one